4-(2-(2-(o-methylphenyl)pyrrolidin-1-yl)-7-azaspiro[3.5]non-7-yl)benzoic acid CC1=C(C=CC=C1)C1N(CCC1)C1CC2(C1)CCN(CC2)C2=CC=C(C(=O)O)C=C2